tert-butyl 4-(4-(3-(3-(N,N-dimethylsulfamoyl)phenyl)furo[3,2-b]pyridin-6-yl)phenyl)piperazine-1-carboxylate CN(S(=O)(=O)C=1C=C(C=CC1)C1=COC=2C1=NC=C(C2)C2=CC=C(C=C2)N2CCN(CC2)C(=O)OC(C)(C)C)C